ClC=1C(=NC(=NC1)C1CCNCC1)N[C@H](C)C1=C(C=C(C=C1)Cl)Cl 5-chloro-N-[(1R)-1-(2,4-dichlorophenyl)ethyl]-2-(4-piperidyl)pyrimidin-4-amine